CONC(CCC1=CC=C(C=C1)OC)=O N-methoxy-3-(4-methoxyphenyl)propionamide